NC1=NN(C(=C1)C)C(=O)OC(C)(C)C tert-butyl 3-amino-5-methylpyrazole-1-carboxylate